octadecylpyridine C(CCCCCCCCCCCCCCCCC)C1=NC=CC=C1